N-(3-(1-isopropylpiperidin-4-yl)-1-(5-methylpyridin-2-yl)-1H-pyrazol-5-yl)-6-(isothiazol-4-yl)picolinamide C(C)(C)N1CCC(CC1)C1=NN(C(=C1)NC(C1=NC(=CC=C1)C=1C=NSC1)=O)C1=NC=C(C=C1)C